(±)-2-hydroxydecanenitrile O[C@@H](C#N)CCCCCCCC |r|